3-chloro-4-((1r,3r)-3-(dimethylamino)cyclobutoxy)aniline ClC=1C=C(N)C=CC1OC1CC(C1)N(C)C